([1,1'-biphenyl]-4-yl)-3'-(9H-carbazol-9-yl)-N-(4-(dibenzo[b,d]furan-4-yl)phenyl)-[1,1'-biphenyl]-4-amine C1(=CC=C(C=C1)C1=C(C=CC(=C1)NC1=CC=C(C=C1)C1=CC=CC2=C1OC1=C2C=CC=C1)C1=CC(=CC=C1)N1C2=CC=CC=C2C=2C=CC=CC12)C1=CC=CC=C1